1-(2-hydroxyphenyl)dec-2-en-1-one oxime OC1=C(C=CC=C1)C(C=CCCCCCCC)=NO